2-(8'-oxo-5',6'-dihydro-8'H-spiro[cyclohexane-1,7'-indolizine]-2'-yl)acetic acid ethyl ester C(C)OC(CC=1C=C2C(C3(CCN2C1)CCCCC3)=O)=O